1-(2-fluoro-6-(methylamino)benzyl)-3,4-dimethyl-2-oxo-N-(2,4,6-trifluorobenzyl)-1,2,3,4-tetrahydro-quinazoline-7-carboxamide FC1=C(CN2C(N(C(C3=CC=C(C=C23)C(=O)NCC2=C(C=C(C=C2F)F)F)C)C)=O)C(=CC=C1)NC